C[C@@H]1N(CCN(C1)C1COC1)C=1C=CC(=NC1)N (S)-5-(2-methyl-4-(oxetan-3-yl)piperazin-1-yl)pyridin-2-amine